FC1=CC=C(C=C1)C=1SC=C(N1)C(C)(C)NC(O[C@@H]1CN2CCC1CC2)=O (s)-quinuclidin-3-yl (2-(2-(4-fluorophenyl)thiazol-4-yl)propan-2-yl)carbamate